1-(2,5-dimethoxy-4-(trifluoro-methyl)phenyl)propan-2-amine COC1=C(C=C(C(=C1)C(F)(F)F)OC)CC(C)N